ClC=1C(=NC(=NC1)NC1=CC(=NC=C1)OC)C1=CC=C2CN(C(C2=C1)=O)[C@@H](C(=O)N[C@H](CO)C1=NC(=CC=C1)N(C)C)C (2R)-2-(6-{5-Chloro-2-[(2-methoxypyridin-4-yl)amino]pyrimidin-4-yl}-1-oxo-2,3-dihydro-1H-isoindol-2-yl)-N-[(1S)-1-[6-(dimethylamino)pyridin-2-yl]-2-hydroxyethyl]propanamid